chromium iron-chromium-aluminum [Al].[Cr].[Fe].[Cr]